C1(CC1)CN(C[C@@H](C(=O)N1CCN(CC1)C=1C2=C(N=CN1)[C@H](C[C@H]2C)O)C2=CC(=C(C=C2)Cl)F)CC2CC2 (S)-3-(bis(cyclopropylmethyl)amino)-2-(4-chloro-3-fluorophenyl)-1-(4-((5R,7S)-7-hydroxy-5-methyl-6,7-dihydro-5H-cyclopenta[d]pyrimidin-4-yl)piperazin-1-yl)propan-1-one